BrC1=C(C(=CC(=C1)C(C(F)(F)F)(C(C(F)(F)F)(F)F)F)C(F)(F)F)NC(C1=C(C(=CC=C1)NO)F)=O N-(2-bromo-4-(perfluorobutan-2-yl)-6-(trifluoromethyl)phenyl)-2-fluoro-3-(hydroxyamino)benzamide